C(C)(C)(C)C=C(C(=O)[O-])C1=CC=CC=C1 tert-Butylphenylacrylat